4-((3-((5-(difluoromethoxy)-1H-pyrazol-3-yl)amino)-5H-pyrrolo[2,3-b]pyrazin-5-yl)methyl)tetrahydro-2H-pyran-4-ol FC(OC1=CC(=NN1)NC1=CN=C2C(=N1)N(C=C2)CC2(CCOCC2)O)F